FC1=C(N(C2=C1C(=NC(=C2)C2=CC=C(CN1CCN(CC1)CC(C)(O)C)C=C2)C)C)C2=CC=C(C=C2)S(=O)(=O)C 1-(4-(4-(3-fluoro-1,4-dimethyl-2-(4-(methylsulfonyl)phenyl)-1H-pyrrolo[3,2-c]pyridin-6-yl)benzyl)piperazin-1-yl)-2-methylpropan-2-ol